CN1C2=C(OC[C@@H](C1=O)N1N=CC=3C1=NC=C(C3)C(F)(F)F)C=CC=C2 (S)-N-(5-methyl-4-oxo-2,3,4,5-tetrahydrobenzo[b][1,4]oxazepin-3-yl)-5-(trifluoromethyl)-1H-pyrazolo[3,4-b]pyridine